5-(3,4-dimethoxyphenyl)-N-(3-methylphenyl)-1,1-dioxo-2-propyl-2H-1λ6,2,6-thiadiazine-3-carboxamide COC=1C=C(C=CC1OC)C=1C=C(N(S(N1)(=O)=O)CCC)C(=O)NC1=CC(=CC=C1)C